CC(CCCC(C(C(C(=O)[O-])(CCCC(CC)(C)C)CCCC(CC)(C)C)(O)C(=O)[O-])C(=O)[O-])(CC)C Tri(4,4-dimethyl-1-hexyl)citrat